C(C)N1CCN(CC1)C1=NOC(=C1)C=1C(=C(C=CC1)C1=CC(=C(C=C1)NC(C)=O)F)O N-(3'-(3-(4-ethylpiperazin-1-yl)isoxazol-5-yl)-3-fluoro-2'-hydroxy-[1,1'-biphenyl]-4-yl)acetamide